tert-butyl (3aR,4R,6aR)-1-(5-(2-cyanopyridin-4-yl) oxazol-2-carbonyl)-4-methylhexahydropyrrolo[3,4-b]pyrrole-5(1H)-carboxylate C(#N)C1=NC=CC(=C1)C1=CN=C(O1)C(=O)N1[C@@H]2[C@H](CC1)[C@H](N(C2)C(=O)OC(C)(C)C)C